C[C@H]1[C@@H]([C@H]([C@H]([C@@H](O1)O[C@@H]2[C@H]([C@@H]([C@H](O[C@H]2OC3=C(OC4=CC(=CC(=C4C3=O)O)O[C@H]5[C@@H]([C@@H]([C@H]([C@@H](O5)C)O)O)O)C6=CC=C(C=C6)O)CO)O)O)O)O)O The molecule is a kaempferol O-glucoside that is kaempferol attached to a alpha-L-rhamnopyranosyl(1->2)-beta-D-glucopyranosyl residue at position 3 and a alpha-L-rhamnopyranosyl residue at position 7. Isolated from the aerial parts of Vicia faba and Lotus edulis, it exhibits inhibitory activity against topoisomerase I. It has a role as a metabolite, an EC 5.99.1.2 (DNA topoisomerase) inhibitor and a plant metabolite. It is an alpha-L-rhamnoside, a kaempferol O-glucoside and a dihydroxyflavone.